7H-benzo[4,5]thieno[2,3-b]carbazole C1=CC=CC2=C1C=1C(=CC=3NC=4C=CC=CC4C3C1)S2